(2-chloro-1,6-naphthyridin-7-yl)methanamine ClC1=NC2=CC(=NC=C2C=C1)CN